COS(=O)(=O)CC=1N(C(C=CC1)=O)C (1-methyl-6-oxo-1,6-dihydropyridin-2-yl)methylsulfonic acid methyl ester